C1=CC=CC=2C3=CC=CC=C3C(=CC12)C1=CC=C(C=C1)NC1=CC=CC2=C1SC1=C2C=CC=C1 N-(4-(phenanthren-9-yl)phenyl)dibenzo[b,d]thiophene-4-amine